1,2-dimethyl-indole-3-carboxylic acid ethyl ester C(C)OC(=O)C1=C(N(C2=CC=CC=C12)C)C